(R)-4-benzyl-3-propanoylOxazolidin-2-one C(C1=CC=CC=C1)[C@H]1N(C(OC1)=O)C(CC)=O